1-[(3-chlorophenyl)methyl]-3-[[2-(3-chlorophenyl)oxetan-2-yl]methyl]urea ClC=1C=C(C=CC1)CNC(=O)NCC1(OCC1)C1=CC(=CC=C1)Cl